(1S,3R)-3-((5-amino-3-ethyl-8-(3-methoxy-4-(2-methylpyrimidine-4-yl)phenyl)pyrido[3,4-b]pyrazine-2-yl)amino)cyclopentan-1-ol NC1=NC=C(C=2C1=NC(=C(N2)N[C@H]2C[C@H](CC2)O)CC)C2=CC(=C(C=C2)C2=NC(=NC=C2)C)OC